C(#N)[C@H](C[C@H]1C(NCC1)=O)NC([C@H](CC1CC1)NC([C@H](CC1=CC=CC2=CC=CC=C12)NC(OCC1=CC=CC=C1)=O)=O)=O benzyl ((S)-1-(((S)-1-(((S)-1-cyano-2-((S)-2-oxopyrrolidin-3-yl)ethyl)amino)-3-cyclopropyl-1-oxopropan-2-yl)amino)-3-(naphthalen-1-yl)-1-oxopropan-2-yl)carbamate